2-(trimethylsilyl)ethyl-N-{(2R)-2-amino-3-oxo-3-[2-(trimethylsilyl)ethoxy]propyl}-N2-(bromoacetyl)-L-alpha-asparaginate C[Si](CCOC(C[C@H](N(C(CBr)=O)C[C@H](C(OCC[Si](C)(C)C)=O)N)C(N)=O)=O)(C)C